ON=C(N)C1=CC=C(C=C1)NC1=NC=C(C(=N1)NCC=1C(=NC=CC1)N(S(=O)(=O)C)C)C(F)(F)F N'-hydroxy-4-({4-[({2-[methyl(methylsulfonyl)amino]pyridin-3-yl}methyl)amino]-5-(trifluoromethyl)pyrimidin-2-yl}amino)benzenecarboximidamide